Cl.ClC1=C(C=C(C=C1)C(F)(F)F)C=1C=C2C(=NNC2=CC1)NC(=O)C1CCN(CC1)C N-{5-[2-chloro-5-(trifluoromethyl)phenyl]-1H-indazol-3-yl}-1-methylpiperidine-4-carboxamide hydrochloride